(S)-2-(3-((S)-1-Carboxy-5-(4-(4-(3-fluoropropyl)-1H-1,2,3-triazol-1-yl)benzamido)pentyl)-2,4,6-trioxotetrahydropyrimidin-1(2H)-yl)pentanedioic Acid C(=O)(O)[C@H](CCCCNC(C1=CC=C(C=C1)N1N=NC(=C1)CCCF)=O)N1C(N(C(CC1=O)=O)[C@H](C(=O)O)CCC(=O)O)=O